BrC1=CC=2C=3C=C4C(=CC3C(C2C=C1)(C)C)C=CC=C4 3-bromo-11,11-dimethyl-11H-benzo[b]fluorene